(4,7-dihydroxy-1-naphthyl)tetrahydrothiophene nonafluorobutanesulfonate FC(C(C(C(S(=O)(=O)O)(F)F)(F)F)(F)F)(F)F.OC1=CC=C(C2=CC(=CC=C12)O)C1SCCC1